1-(1-ethoxyethoxy)-3-vinylbenzene C(C)OC(C)OC1=CC(=CC=C1)C=C